(1-(azetidin-1-yl)cyclobutyl)methanamine N1(CCC1)C1(CCC1)CN